2-((tert-butyldimethylsilyloxy)ethoxy)-2-methoxybenzoyl chloride [Si](C)(C)(C(C)(C)C)OCCOC1(C(C(=O)Cl)C=CC=C1)OC